P(=O)(OCCOC(C=C)=O)([O-])[O-] mono-acryloyloxyethyl phosphate